[K].CN(C1=CN=CC(=N1)S(=O)(=O)NC(NC1=C2CCCC2=CC=2CCCC12)=O)C 6-(Dimethylamino)-N-((1,2,3,5,6,7-hexahydro-s-indacen-4-yl)carbamoyl)pyrazine-2-sulfonamide, Potassium Salt